(R)-N-methyl-1-(8-(1-methyl-1H-pyrazol-4-yl)chroman-4-yl)methanamine CNC[C@@H]1CCOC2=C(C=CC=C12)C=1C=NN(C1)C